tert-Butyl 3-(6-(benzyloxy)-2-oxobenzo[d]oxazol-3(2H)-yl)-2,6-dioxopiperidine-1-carboxylate C(C1=CC=CC=C1)OC1=CC2=C(N(C(O2)=O)C2C(N(C(CC2)=O)C(=O)OC(C)(C)C)=O)C=C1